The molecule is zwitterionic form of 6-aminohexanoic acid arising from migration of a proton from the carboxy group to the amino group; major species at pH 7.3. It is a conjugate acid of a 6-aminohexanoate. It is a tautomer of a 6-aminohexanoic acid. C(CCC(=O)[O-])CC[NH3+]